OCCOC(C(=C)C)=O methacrylic acid hydroxyethyl ester